BrC=1C(=C(N[C@H](C)C=2C=C(C=C3C(N(C(=NC23)N2CCOCC2)C)=O)C)C=CC1)S(=O)(=O)C 8-[(1R)-1-(3-bromo-2-methylsulfonyl-anilino)ethyl]-3,6-dimethyl-2-morpholino-quinazolin-4-one